C(C)(=O)O[C@H]1[C@H](O[C@H]([C@@H]([C@H]1OC(C)=O)NC(C)=O)OCCCCC(=O)ON1C(CCC1=O)=O)COC(C)=O (2R,3R,4R,5R-6R)-5-acetamido-2-(acetoxymethyl)-6-((5-((2,5-dioxopyrrolidin-1-yl)oxy)-5-oxopentyl)oxy)tetrahydro-2H-pyran-3,4-diyl diacetate